2-bromo-4-chloropyridin-3-ol BrC1=NC=CC(=C1O)Cl